(E)-1'-(((4-((2-(aminomethyl)-3-fluoroallyl)oxy)phenyl)sulfonyl)methyl)spiro[cyclopropane-1,3'-indolin]-2'-one NC/C(/COC1=CC=C(C=C1)S(=O)(=O)CN1C(C2(C3=CC=CC=C13)CC2)=O)=C\F